((1s,3s)-3-Hydroxy-3-methylcyclobutyl)(6-(2-methyl-3-(trifluoromethyl)benzyl)-2-azaspiro[3.3]heptan-2-yl)methanon OC1(CC(C1)C(=O)N1CC2(C1)CC(C2)CC2=C(C(=CC=C2)C(F)(F)F)C)C